C1(CCC1)NC1=NC=NN2C1=C(C=C2)C=2C=C1C(=NC2)N=C(N1C1CC1)C N-cyclobutyl-5-(1-cyclopropyl-2-methyl-1H-imidazo[4,5-b]pyridin-6-yl)pyrrolo[2,1-f][1,2,4]triazin-4-amine